N-(5-Methoxy-1,3-Benzothiazol-2-Yl)ethanamide COC=1C=CC2=C(N=C(S2)NC(C)=O)C1